(1S,2S)-2-fluoro-N-(3-[imidazo[1,2-a]pyridin-6-yl]-1H-pyrrolo[2,3-b]pyridin-6-yl)cyclopropane-1-carboxamide F[C@@H]1[C@@H](C1)C(=O)NC1=CC=C2C(=N1)NC=C2C=2C=CC=1N(C2)C=CN1